CN1N=CC(=C1)CC(=O)[O-] 2-(1-methyl-1H-pyrazol-4-yl)acetate